methanoat C(=O)[O-]